BrC=1C(=NC(=NC1)NC1=C(C=C(C(=C1)C)N1CCN(CC1)C)OC)NC1=C(C=NC=C1)N(C)C 5-bromo-N4-(3-(dimethylamino)pyridin-4-yl)-N2-(2-methoxy-5-methyl-4-(4-methylpiperazin-1-yl)phenyl)pyrimidine-2,4-diamine